C(C)(C)(C)OC(=O)N1CCC2(CC1)C(C1=CC(=CC=C1C2)O)=O.C([O-])([O-])=O.[Ca+2] Calcium carbonat tert-Butyl-6-hydroxy-1-oxo-1,3-dihydrospiro[indene-2,4'-piperidine]-1'-carboxylate